5-Fluoro-4-[4-methyl-5-oxo-3-(propan-2-yl)-4,5-dihydro-1H-1,2,4-triazol-1-yl]-2-{[(2S)-4-methylpent-2-yl]oxy}-N-(1-methylpiperidin-4-yl)benzamide FC=1C(=CC(=C(C(=O)NC2CCN(CC2)C)C1)O[C@@H](C)CC(C)C)N1N=C(N(C1=O)C)C(C)C